4-(1-(2-Chloro-4-((3-fluoroazetidin-1-yl)methyl)phenyl)-1H-imidazol-4-yl)-N-(1-(methyl-sulfonyl)piperidin-4-yl)-5-(trifluoro-methyl)pyrimidin-2-amine ClC1=C(C=CC(=C1)CN1CC(C1)F)N1C=NC(=C1)C1=NC(=NC=C1C(F)(F)F)NC1CCN(CC1)S(=O)(=O)C